tert-butyl N-[(3S)-1-[3-amino-7-(2-fluoro-6-methyl-phenyl)-5-isoquinolyl]-3-piperidyl]carbamate NC=1N=CC2=CC(=CC(=C2C1)N1C[C@H](CCC1)NC(OC(C)(C)C)=O)C1=C(C=CC=C1C)F